CC1(CC(N(CCC1)CCCCCCCCCCCCCCCCCCCC)C(=CC1=CC=CC=C1)C)C 4,4-dimethyl-2-(1-phenylprop-1-en-2-yl)-1-cosylazepane